[Li].[Ti].[O].[Si] silicon oxygen, titanium-lithium salt